C1C=CC2=CC=CC=C12.C1C=CC2=CC=CC=C12.[Co] cobalt bisindene